CN1OC=CC(C1)=O 2-methyl-4-oxazinone